8-(4-chlorophenyl)-2-hydroxy-7-(oxan-2-yl)-3H-pyrazolo[1,5-a][1,3,5]triazin-4-one ClC1=CC=C(C=C1)C=1C(=NN2C1N=C(NC2=O)O)C2OCCCC2